N-[(2s)-2-hydroxypropyl]-N-methyl-4-(4,4,5,5-tetramethyl-1,3,2-dioxaborolan-2-yl)benzamide O[C@H](CN(C(C1=CC=C(C=C1)B1OC(C(O1)(C)C)(C)C)=O)C)C